ethylene glycol isophthalate sodium [Na+].C(C1=CC(C(=O)[O-])=CC=C1)(=O)[O-].C(CO)O.[Na+]